BrC=1SC(=CN1)N(C(OC(C)(C)C)=O)CC tert-butyl (2-bromothiazol-5-yl)(ethyl)carbamate